(4S,4'S,7S,7'S,9aS,9a'S)-N,N'-(methylenebis(4,1-phenylene))bis(8,8-dimethyl-4-((S)-2-(methylamino)propanethioamido)-5-oxooctahydropyrrolo[2,1-b][1,3]thiazepine-7-carboxamide) C(C1=CC=C(C=C1)NC(=O)[C@@H]1C(C[C@@H]2SCC[C@@H](C(N21)=O)NC([C@H](C)NC)=S)(C)C)C2=CC=C(C=C2)NC(=O)[C@@H]2C(C[C@@H]1SCC[C@@H](C(N12)=O)NC([C@H](C)NC)=S)(C)C